N1=CC(=CC=C1)C(=O)N1CC(C1)OC1=C(C(=O)O)C=CC=C1 ([1-(pyridine-3-carbonyl)azetidin-3-yl]oxy)benzoic acid